6-[4-[[3-Ethoxy-5-(3-hydroxyphenyl)phenyl]methyl]piperazin-1-yl]pyridazine-3-carboxylic acid C(C)OC=1C=C(C=C(C1)C1=CC(=CC=C1)O)CN1CCN(CC1)C1=CC=C(N=N1)C(=O)O